FC=1C(=C(C=C2C=CC(=CC12)C1CN(CC1)C(=O)OC(C)(C)C)O)N1S(NC(C1)=O)(=O)=O tert-butyl 3-[8-fluoro-6-hydroxy-7-(1,1,4-trioxo-1,2,5-thiadiazolidin-2-yl)-2-naphthyl]pyrrolidine-1-carboxylate